ClC1(OC(OC1(F)Cl)(C(F)(F)F)C(F)(F)F)F 4,5-dichloro-4,5-difluoro-2,2-bis(trifluoromethyl)-1,3-dioxolane